C(C)OC(=O)C1=C(NC=C1)C(C)C.C(C)(C)C=1N(C=CC1C(=O)OCC)CCCC1=CC=CC=C1 Ethyl 2-isopropyl-1-(3-phenylpropyl)-1H-pyrrole-3-carboxylate Ethyl-2-isopropyl-1H-pyrrole-3-carboxylate